(S)-2-(4-bromophenyl)-1-(4-((5R,7R)-7-hydroxy-5-methyl-6,7-dihydro-5H-cyclopenta[d]pyrimidin-4-yl)piperazin-1-yl)-3-(isopropyl(methyl)amino)propan-1-one BrC1=CC=C(C=C1)[C@H](C(=O)N1CCN(CC1)C=1C2=C(N=CN1)[C@@H](C[C@H]2C)O)CN(C)C(C)C